C(C)(C)(C)C=1C=C(N(N1)C)NC(=O)NC1=C(C=C(C=C1)OC1=CC=NC2=C1OCC(N2)=O)SC 1-(5-tert-butyl-2-methyl-pyrazol-3-yl)-3-[2-methylsulfanyl-4-[(3-oxo-4H-pyrido[3,2-b][1,4]oxazin-8-yl)oxy]phenyl]urea